2-((2-((2,2'-dichloro-3'-(6-fluoro-5-(((R)-3-hydroxypyrrolidin-1-yl)methyl)picolinamido)-[1,1'-biphenyl]-3-yl)carbamoyl)-4,5,6,7-tetrahydropyrazolo[1,5-a]pyridin-4-yl)amino)acetic acid ClC1=C(C=CC=C1NC(=O)C1=NN2C(C(CCC2)NCC(=O)O)=C1)C1=C(C(=CC=C1)NC(C1=NC(=C(C=C1)CN1C[C@@H](CC1)O)F)=O)Cl